2-(3,5-Difluoro-phenyl)-N-[6-(5-fluoro-2-methyl-benzylamino)-2-pyrrolidin-1-yl-pyridin-3-yl]-acetamide FC=1C=C(C=C(C1)F)CC(=O)NC=1C(=NC(=CC1)NCC1=C(C=CC(=C1)F)C)N1CCCC1